C(C)C(C[Al](CC(C(CC)(C)C)CC)CC(C(CC)(C)C)CC)C(CC)(C)C tris(2-ethyl-3,3-dimethyl-pentyl)aluminum